tert-butyl (1R,5S)-3-((R or S)-6-chloro-8-fluoro-2,7-bis(3-(methoxymethoxy)naphthalen-1-yl)quinazolin-4-yl)-3,8-diazabicyclo[3.2.1]octan-8-carboxylate ClC=1C=C2C(=NC(=NC2=C(C1C1=CC(=CC2=CC=CC=C12)OCOC)F)C1=CC(=CC2=CC=CC=C12)OCOC)N1C[C@H]2CC[C@@H](C1)N2C(=O)OC(C)(C)C